C1(=CC=CC=C1)SC[C@@H]([C@H](CCC1=CC(=CC=C1)C(F)(F)F)O)C=C (3S,4R)-4-((phenylthio)methyl)-1-(3-(trifluoromethyl)phenyl)hex-5-en-3-ol